(R)-N-(1-(3-(benzyloxy)-5-(trifluoromethyl)phenyl)ethyl)-4-methyl-7-morpholinophthalazin-1-amine C(C1=CC=CC=C1)OC=1C=C(C=C(C1)C(F)(F)F)[C@@H](C)NC1=NN=C(C2=CC=C(C=C12)N1CCOCC1)C